Dichloromethyl-(6-(t-butoxy)hexyl)silane benzyl-(3,3-difluoro-1-propionylcyclobutyl)carbamate C(C1=CC=CC=C1)N(C(O)=O)C1(CC(C1)(F)F)C(CC)=O.ClC(Cl)[SiH2]CCCCCCOC(C)(C)C